NCCCCCCCCC(=O)NCC1C2C=CC(C1)C2 d-9-amino-N-(bicyclo[2.2.1]hept-5-en-2-ylmethyl)nonanamide